(2S,4S)-N-((S)-1-cyano-2-((S)-2-oxopyrrolidin-3-yl)ethyl)-1-(4-(difluoromethoxy)-1H-indole-2-carbonyl)-4-phenoxypyrrolidine-2-carboxamide C(#N)[C@H](C[C@H]1C(NCC1)=O)NC(=O)[C@H]1N(C[C@H](C1)OC1=CC=CC=C1)C(=O)C=1NC2=CC=CC(=C2C1)OC(F)F